S1N=CC=C1C=1C=C(NS(N1)(=O)=O)C(=O)OC Methyl 5-(isothiazol-5-yl)-2H-1,2,6-thiadiazine-3-carboxylate 1,1-dioxide